ethyl 1-(4-(((tert-butoxycarbonyl)amino)methyl)-1-oxo-1,2-dihydrophthalazin-6-yl)cyclopropane-1-carboxylate C(C)(C)(C)OC(=O)NCC1=NNC(C2=CC=C(C=C12)C1(CC1)C(=O)OCC)=O